5-(2,4-difluorophenyl)-4-methoxy-N-(4-((4-methylpiperazin-1-yl)methyl)phenyl)-7H-pyrrolo[2,3-d]pyrimidin-2-amine FC1=C(C=CC(=C1)F)C1=CNC=2N=C(N=C(C21)OC)NC2=CC=C(C=C2)CN2CCN(CC2)C